O1COCC1 (E)-1,3-dioxolane